5-((S)-2-(2-Chlorophenyl)pyrrolidin-1-yl)-N-((R,E)-4-(methylsulfonyl)but-3-en-2-yl)pyrazine-2-carboxamide ClC1=C(C=CC=C1)[C@H]1N(CCC1)C=1N=CC(=NC1)C(=O)N[C@H](C)\C=C\S(=O)(=O)C